C1(=C(C=CC=C1)OCC1CO1)C 3-o-tolyloxy-1,2-epoxypropane